2-((3-chloro-4-fluorophenyl)amino)-6-methoxy-7-acetoxyquinoline ClC=1C=C(C=CC1F)NC1=NC2=CC(=C(C=C2C=C1)OC)OC(C)=O